CO[C@@H]([C@@H](/C=C/C(=O)OCC)C)CC Ethyl (4R,5R,E)-5-methoxy-4-methylhept-2-enoate